[4-[[3-(3-fluoro-4-methoxyphenyl)imidazo[1,2-a]pyrazin-8-yl]amino]-2-methylphenyl]-[(3S)-3-(hydroxymethyl)piperazin-1-yl]methanone FC=1C=C(C=CC1OC)C1=CN=C2N1C=CN=C2NC2=CC(=C(C=C2)C(=O)N2C[C@H](NCC2)CO)C